1-(3-(4-amino-7-methyl-5-(4-(5-methyl-1,2,4-oxadiazol-3-yl)phenyl)-7H-pyrrolo[2,3-d]pyrimidin-6-yl)pyrrolidin-1-yl)prop-2-en-1-one NC=1C2=C(N=CN1)N(C(=C2C2=CC=C(C=C2)C2=NOC(=N2)C)C2CN(CC2)C(C=C)=O)C